4-nitro-N5-(2,4,6-trinitrophenyl)-1H-pyrazole-3,5-diamine [N+](=O)([O-])C=1C(=NNC1NC1=C(C=C(C=C1[N+](=O)[O-])[N+](=O)[O-])[N+](=O)[O-])N